C12=CC=C(N1)C=C1C=CC(=N1)C=C1C=CC(N1)=CC=1C=CC(N1)=C2.[Zn].[Fe] iron zinc porphyrin